5-(2-cyclohexylethyl)-2-methoxycyclohexan-1-ol C1(CCCCC1)CCC1CCC(C(C1)O)OC